OC(CCCCC(=O)O)CCCCCCCCCCCCCCCCCCCCC 6-Hydroxy-heptacosanoic acid